N-(8,9-difluoro-6-oxo-1,4,5,6-tetrahydro-2H-pyrano[3,4-c]isoquinolin-1-yl)-2-(difluoromethyl)-3-methoxy-N-methyl-2H-indazole-5-carboxamide FC=1C(=CC=2C3=C(NC(C2C1)=O)COCC3N(C(=O)C3=CC1=C(N(N=C1C=C3)C(F)F)OC)C)F